[Al].[B].[O] oxygen boron aluminum